(pyrrolidin-1-yl)-5,10,14-trioxa-3-azahenicosan-21-yl 2-butyloctanoate C(CCC)C(C(=O)OC(CCCCCCOCCCOCCCCOCNCC)N1CCCC1)CCCCCC